7-(3,4-dimethoxyphenyl)-N-((1r,4r)-4-(4-methylpiperazine-1-carbonyl)cyclohexyl)pyrazolo[1,5-a]pyrimidine-2-carboxamide COC=1C=C(C=CC1OC)C1=CC=NC=2N1N=C(C2)C(=O)NC2CCC(CC2)C(=O)N2CCN(CC2)C